NC12CCC(CC1)(CC2)C(=O)OC methyl 4-aminobicyclo[2.2.2]octane-1-carboxylate